Ethyl 3-(4-(4-(quinoline-8-sulfonamido)benzoyl) piperazin-1-yl)benzoate N1=CC=CC2=CC=CC(=C12)S(=O)(=O)NC1=CC=C(C(=O)N2CCN(CC2)C=2C=C(C(=O)OCC)C=CC2)C=C1